N2,3-dimethylpyridine-2,5-diamine CNC1=NC=C(C=C1C)N